2-isopropyl-2-isoamyl-1,3-dipropoxypropane C(C)(C)C(COCCC)(COCCC)CCC(C)C